FC1(CCN(CC1)C1=CC2=C(CC(O2)(C)CO)C=C1NC(=O)C=1C=NN2C1N=CC=C2)F N-[6-(4,4-difluoro-1-piperidyl)-2-(hydroxymethyl)-2-methyl-3H-benzofuran-5-yl]pyrazolo[1,5-a]pyrimidine-3-carboxamide